(R)-7-Amino-3-(1-(but-2-ynoyl)pyrrolidin-3-yl)-1-(4-(2-fluorophenoxy)phenyl)-1,5-dihydro-4H-pyrazolo[3,4-d]pyridazin-4-on NC1=NNC(C2=C1N(N=C2[C@H]2CN(CC2)C(C#CC)=O)C2=CC=C(C=C2)OC2=C(C=CC=C2)F)=O